CS(=O)(=O)C=1C=C(C=CC1)NC1=C(C=NC(=C1)NC(C)=O)C1=NC=C(C=C1)N1C(COCC1)=O N-(4'-((3-(methylsulfonyl)phenyl)amino)-5-(3-oxomorpholino)-[2,3'-bipyridin]-6'-yl)acetamide